5-amino-1,3,3-tripropyl-1-(4-aminophenyl)-indane NC=1C=C2C(CC(C2=CC1)(C1=CC=C(C=C1)N)CCC)(CCC)CCC